C(C)(C)(C)C=1C=2N(N=CC1C(=O)N[C@H]1CCOC3=C1C=CC=C3)C(=C(C2)Cl)C2=C(C(=CC(=C2)F)Cl)Cl 4-tert-butyl-6-chloro-7-(2,3-dichloro-5-fluorophenyl)-N-[(4S)-3,4-dihydro-2H-1-benzopyran-4-yl]pyrrolo[1,2-b]pyridazine-3-carboxamide